N-γ-linolenoyl-methionine C(CCCC\C=C/C\C=C/C\C=C/CCCCC)(=O)N[C@@H](CCSC)C(=O)O